hexylsulfonic acid sodium salt [Na+].C(CCCCC)S(=O)(=O)[O-]